methyl 1-methyl-7-oxo-6,7-dihydro-1H-pyrazolo[4,3-d]pyrimidine-3-carboxylate CN1N=C(C=2N=CNC(C21)=O)C(=O)OC